C(C)N(CC)CCCl N,N-diethylaminoethyl chloride